IC1=C(C(=O)NC2=CC=C(C=C2)CC)C=CC=C1 2-iodo-N-(4-ethylphenyl)benzamide